ClC=1C=C(C=CC1F)C1=NN(C=C1CC1=CC=C(C=C1)S(N)(=O)=O)C=1SC=C(N1)C(=O)O 2-(3-(3-chloro-4-fluorophenyl)-4-(4-sulfamoylbenzyl)-1H-pyrazol-1-yl)thiazole-4-carboxylic acid